FC(C=1C(=C(C=CC1)[C@@H](C)NC=1C=2C(N=C(N1)OC)=C(C(N(C2)C2=C(C=NC=C2)F)=O)C)F)F (R)-4-((1-(3-(difluoromethyl)-2-fluorophenyl)ethyl)amino)-6-(3-fluoropyridine-4-yl)-2-methoxy-8-methylpyrido[4,3-d]pyrimidin-7(6H)-one